7-methoxy-2-methylcyclohexazolin COC1=CC=CC=2CC(=NC21)C